Acetyl-D-mannose [2H]CC(=O)C(=O)[C@H]([C@H]([C@@H]([C@@H](CO)O)O)O)O